(S)-1-(5-(5-(difluoromethoxy)-6-methoxypyridin-3-yl)pyrazolo[1,5-A]pyridin-2-yl)-3-(1-hydroxybutan-2-yl)urea FC(OC=1C=C(C=NC1OC)C1=CC=2N(C=C1)N=C(C2)NC(=O)N[C@H](CO)CC)F